COC([C@H](NC(=O)OC(C)(C)C)[C@@H](O)C)=O N-tert-butoxycarbonyl-D-threonine methyl ester